C(C)(C)(C)OC(NC(C)C1=NC2=C(N1C(C)C)C=C(C=C2F)Br)=O {1-[6-bromo-4-fluoro-1-(propan-2-yl)-1H-benzimidazol-2-yl]ethyl}carbamic acid tert-butyl ester